BrC1=C(N=C(S1)NC1=C(C=C(C=C1)F)F)C(C(=O)OCC)(CCC(=O)OC)CC O1-ethyl O5-methyl 2-[5-bromo-2-(2,4-difluoroanilino)thiazol-4-yl]-2-ethyl-pentanedioate